ClC=1C=CC=2N=CN=C(C2N1)N1CCN(CC1)C1=CC=CC=C1 6-chloro-4-(4-phenylpiperazin-1-yl)pyrido[3,2-d]pyrimidine